(R)-1-(benzo[d][1,3]dioxol-5-yloxy)-pent-4-en-2-ol O1COC2=C1C=CC(=C2)OC[C@@H](CC=C)O